1H-pyrano[3',4':6,7]indolizino[1,2-b]quinolin-9-yl piperazine-1-carboxylate N1(CCNCC1)C(=O)OC1=CC2=CC=3C(N=C2C=C1)=C1C=C2C(=CN1C3)COC=C2